1-[2-(3,4-epoxycyclohexyl)ethyl]-1,3,5-triphenyl-1,3,5-trimethyl-5-phenylethyltrisiloxane C1(CC2C(CC1)O2)CC[Si](O[Si](O[Si](CCC2=CC=CC=C2)(C)C2=CC=CC=C2)(C)C2=CC=CC=C2)(C)C2=CC=CC=C2